2-(bromomethyl)-5-chlorothiophene BrCC=1SC(=CC1)Cl